ethyl 2-(bromomethyl)pyridine-3-carboxylate BrCC1=NC=CC=C1C(=O)OCC